FC1(CC(C1)(C1=CN=NN1)NC(C(=O)C=1N2CCCC2=C(C1C)C(=O)NC1=CC=C(C=C1)F)=O)F 5-(2-((3,3-difluoro-1-(1H-1,2,3-triazol-5-yl)cyclobutyl)amino)-2-oxoacetyl)-N-(4-fluorophenyl)-6-methyl-2,3-dihydro-1H-pyrrolizine-7-carboxamide